C1(=CC=CC=C1)C(NC(=O)C=1C(NC(=CC1)C(F)(F)F)=O)C1=CC=C(C=C1)NC(CC1=CC=CC=C1)=O N-(phenyl(4-(2-phenylacetamido)phenyl)methyl)-2-oxo-6-(trifluoromethyl)-1,2-dihydropyridine-3-carboxamide